(S)-N-(5-(2-amino-[1,2,4]triazolo[1,5-a]pyridin-6-yl)-2-methylpyridin-3-yl)-3-(furan-2-yl)isooxazolidine-2-carboxamide NC1=NN2C(C=CC(=C2)C=2C=C(C(=NC2)C)NC(=O)N2OCC[C@H]2C=2OC=CC2)=N1